ClC=1C=C2C=NN3C(C2=CC1)=NN=C3C 8-Chloro-3-methyl-[1,2,4]triazolo[3,4-a]phthalazine